2-amino-3-bromo-N-((3R,4R)-3-methyltetrahydro-2H-pyran-4-yl)-N-((5-(trifluoromethyl)-2-pyridinyl)methyl)-6-quinolinecarboxamide NC1=NC2=CC=C(C=C2C=C1Br)C(=O)N(CC1=NC=C(C=C1)C(F)(F)F)[C@H]1[C@H](COCC1)C